C(C)N(C1=CC2=C(C=C3C(=C(C(N4C3=NC3=C4C=CC=C3)=N)C#N)O2)C=C1)CC 3-(Diethylamino)-7-imino-7H-(1)benzopyrano(3',2':3,4)pyrido(1,2-a)benzimidazol-6-carbonitril